ClC1=NC=C(C(=C1)OC1CC1)I 2-chloro-4-cyclopropyloxy-5-iodopyridine